2,5-dibromo-3-ethylsulfanyl-pyridine BrC1=NC=C(C=C1SCC)Br